1-meth-oxypropan-2-ol COCC(C)O